dimethyl-perfluoroethyl-silicon acetate C(C)(=O)[O-].C[Si+](C(C(F)(F)F)(F)F)C